3-methyl-7-oxo-4-thia-1-azabicyclo[3.2.0]heptane-2-carboxylic acid 4,4-dioxide CC1C(N2C(CC2S1(=O)=O)=O)C(=O)O